C(CCCCCCCCCCC)OP(=O)(O)O.N(CCO)(CCO)CCO triethanolamin monolauryl-phosphate